Methyloctadecylethanolamin CC(O)(CN)CCCCCCCCCCCCCCCCCC